N[C@H](C(=O)O)CCC(=O)N[C@@H](CS)C(=O)NCC(=O)O anti-glutathion